NC1=C(C=CC(=C1)N)C(=O)O.NC1=C(C(=O)OCC)C=CC(=C1)N ethyl 2,4-diaminobenzoate (2,4-diaminophenylformate)